FC1=C(C=CC2=C1NC(=N2)C2=CC=C(C=C2)S(=O)(=O)C)C2CCN(CC2)C2CCN(CC2)C2CCOCC2 7-fluoro-2-(4-(methylsulfonyl)phenyl)-6-(1'-(tetrahydro-2H-pyran-4-yl)-[1,4'-bipiperidin]-4-yl)-1H-benzo[d]imidazole